6-(((cyclopropylmethyl)amino)-methyl)nicotinonitrile C1(CC1)CNCC1=NC=C(C#N)C=C1